tert-Butyl oct-7-ynoate C(CCCCCC#C)(=O)OC(C)(C)C